Diethyl 2-(2-(4-chlorophenyl)-2-oxoethyl)-2-hydroxymalonate ClC1=CC=C(C=C1)C(CC(C(=O)OCC)(C(=O)OCC)O)=O